COC(=O)[C@@H]1CN(CC[C@H]1NC(=O)C=1N=NN(C1)C1=C(C=C(C=C1)F)F)CC1CC1 |r| rac-(3R*,4R*)-1-cyclopropylmethyl-4-{[1-(2,4-difluoro-phenyl)-1H-[1,2,3]triazole-4-carbonyl]amino}-piperidine-3-carboxylic Acid Methyl Ester